C(#C)C1=C2C(=CC(=CC2=CC=C1F)O)C1=C(C=2N=C(N=C(C2C=N1)N(C1CC12CC2)C)OC[C@]21CCCN1C[C@@H](C2)F)F 5-ethynyl-6-fluoro-4-(8-fluoro-2-(((2R,7aS)-2-fluorotetrahydro-1H-pyrrolizin-7a(5H)-yl)methoxy)-4-(methyl(spiro[2.2]pentan-1-yl)amino)pyrido[4,3-d]pyrimidin-7-yl)naphthalen-2-ol